palmitoyl-2-palmitoyl-butyryl-glycerol methyl-2-(4-(4-(4-(benzhydryl)piperidin-1-yl)butanoyl)phenyl)-2-methylpropionate CCC(C(=O)OC(C(O)CO)(C(C(CC)C(CCCCCCCCCCCCCCC)=O)=O)C(CCCCCCCCCCCCCCC)=O)(C)C1=CC=C(C=C1)C(CCCN1CCC(CC1)C(C1=CC=CC=C1)C1=CC=CC=C1)=O